BrCC1=CC(=C(C#N)C=C1)N1N=CN=C1 4-(bromomethyl)-2-(1H-1,2,4-triazol-1-yl)benzonitrile